(2R)-2-(4-Fluorobenzenesulfonamido)-N-[2-methyl-5-(thiomorpholine-4-sulfonyl)thiophen-3-yl]-3-phenylpropanamide FC1=CC=C(C=C1)S(=O)(=O)N[C@@H](C(=O)NC1=C(SC(=C1)S(=O)(=O)N1CCSCC1)C)CC1=CC=CC=C1